C1(CCCCC1)CC=1NC(=NN1)C(=O)NC1=NC=CC(=C1)C1=C(C=CC(=C1)OCC1CCOCC1)C(F)(F)F 5-(cyclohexylmethyl)-N-(4-(5-((tetrahydro-2H-pyran-4-yl)methoxy)-2-(trifluoromethyl)phenyl)pyridin-2-yl)-4H-1,2,4-triazole-3-carboxamide